1,3,5-tri(trimethylsilyl)benzene C[Si](C1=CC(=CC(=C1)[Si](C)(C)C)[Si](C)(C)C)(C)C